tert-butyl-((1R,5S,6R)-3-(7-chloro-8-fluoro-2-(((2R,7aS)-2-fluorohexahydro-1H-pyrrolizin-7a-yl) methoxy) pyrido[4,3-d]pyrimidin-4-yl)-3-azabicyclo[3.1.0]hexane-6-yl) carbamate C(N)(O[C@@H]1[C@@H]2CN(C[C@@]12C(C)(C)C)C=1C2=C(N=C(N1)OC[C@]13CCCN3C[C@@H](C1)F)C(=C(N=C2)Cl)F)=O